N-[[6-[(2-bicyclo[2.2.1]hept-5-enylmethylamino)methyl]imidazo[1,2-a]pyridin-2-yl]methyl]-4-oxo-pyrido[1,2-a]pyrimidine-2-carboxamide C12C(CC(C=C1)C2)CNCC=2C=CC=1N(C2)C=C(N1)CNC(=O)C=1N=C2N(C(C1)=O)C=CC=C2